C(#C)C1(CCN(CC1)C1=CC=C(C=N1)C=1C=2N(C=C(C1)C=1C=NN(C1)C)N=CC2C#N)O 4-(6-(4-ethynyl-4-hydroxypiperidin-1-yl)pyridin-3-yl)-6-(1-methyl-1H-pyrazol-4-yl)pyrazolo[1,5-a]pyridine-3-carbonitrile